C(C)OC(=O)C1=CN=C(O1)C1=CC(=CC=C1)Br 2-(3-Bromophenyl)oxazole-5-carboxylic acid ethyl ester